N1=C2C(=CC=C1)CCC2C(=O)OC methyl 6,7-dihydro-5H-cyclopenta[b]pyridine-7-carboxylate